N[C@H](C(=O)N[C@H](C(=O)OC(C)(C)C)CCC(C=[N+]=[N-])=O)CCC1=CC=CC=C1 tert-Butyl (S)-2-((S)-2-amino-4-phenylbutanamido)-6-diazo-5-oxohexanoate